BrC=1C=C(C(N(C1)C)=O)NC1=CC=C(C=N1)N1[C@H](CN(CC1)C(=O)OC(C)(C)C)C (3S)-tert-Butyl 4-(6-(5-Bromo-1-methyl-2-oxo-1,2-dihydropyridin-3-ylamino) pyridine-3-yl)-3-methylpiperazine-1-carboxylate